[Cl-].[Cl-].C1(C=CC=C1)[Ti+2]N(C(C)(C)C)C(C)(C)C cyclopentadienyl-(di-tert-butylamino)titanium dichloride